4-[(N-Boc)aminomethyl]aniline CC(C)(C)OC(=O)NCC1=CC=C(C=C1)N